4-(5-(3,5-dichlorophenyl)-5-(trifluoromethyl)-4,5-dihydroisoxazol-3-yl)-2-methyl-N-(prop-2-yn-1-yl)-N-(1-(prop-2-yn-1-yl)-5-(3,3,3-trifluoropropyl)-1H-1,2,4-triazol-3-yl)benzamide ClC=1C=C(C=C(C1)Cl)C1(CC(=NO1)C1=CC(=C(C(=O)N(C2=NN(C(=N2)CCC(F)(F)F)CC#C)CC#C)C=C1)C)C(F)(F)F